ClC1=C(C=CC(=C1)CNC1=CC=C(C=C1)F)NC(CCC)=O N-{2-chloro-4-[(4-fluorophenylamino)methyl]phenyl}butyramide